F[C@@H]1CNCC[C@@H]1NC1=C2C=C(N(C2=CC=C1)CC(F)(F)F)C#CCNC1=C(C=C(C(=O)N)C=C1)OC 4-((3-(4-(((3R,4S)-3-fluoropiperidin-4-yl)amino)-1-(2,2,2-trifluoroethyl)-1H-indol-2-yl)prop-2-yn-1-yl)amino)-3-methoxybenzamide